(5S)-{[(3S)-3-Methoxypyrrolidin-1-yl]carbonyl}-2-(4-methylbenzyl)-5,6,7,8-tetrahydro[1,2,4]triazolo[4,3-a]pyridin-3(2H)-one CO[C@@H]1CN(CC1)C(=O)[C@@H]1CCCC=2N1C(N(N2)CC2=CC=C(C=C2)C)=O